CS(=O)(=O)N[C@@H](C(C)C)C(=O)N1[C@@H](CC(C1)(C)C)C(=O)N[C@H](C(=O)C=1SC2=C(N1)C=CC=C2)C[C@H]2C(NCC2)=O N-(methylsulfonyl)-L-valyl-N-{(2S)-1-(1,3-benzothiazol-2-yl)-1-oxo-3-[(3S)-2-oxopyrrolidin-3-yl]propan-2-yl}-4,4-dimethyl-L-prolinamide